C(C)(C)(C)OC(=O)N(CCCCC(=O)OCC)C1=CC=2N=C(N=C(C2S1)N1CCOCC1)C=1C=NC(=NC1)C Ethyl 5-(tert-butoxycarbonyl(2-(2-methylpyrimidin-5-yl)-4-morpholino-thieno[3,2-d]pyrimidin-6-yl)amino)pentanoate